[Cl-].CS(=O)(=O)COC(C(=O)OC1CC2CCC(C1)[N+]21CCCC1)(C1=CC=CC=C1)C1=CC=CC=C1 3-(2-((methylsulfonyl)methoxy)-2,2-diphenylacetoxy)spiro[bicyclo[3.2.1]octane-8,1'-pyrrolidin]-8-ium chloride